N1=CC(=CC=C1)CN1CCC(CC1)C1=NOC=C1 3-(1-(pyridin-3-ylmethyl)piperidin-4-yl)isoxazol